CC1=CNC=2N=CN=C(C21)C(=O)OC methyl 5-methyl-7H-pyrrolo[2,3-d]pyrimidine-4-carboxylate